5-chloro-4-(2-chloro-4-methylphenyl)-1H-imidazole-2-carbonitrile ClC1=C(N=C(N1)C#N)C1=C(C=C(C=C1)C)Cl